ClC1=C(C(=C(CNC(C(C)C)=O)C=C1)F)C=1NC(C=C(N1)C=1C=NC(=CC1)OCCC(F)(F)F)=O N-(4-chloro-2-fluoro-3-{6-oxo-4-[6-(3,3,3-trifluoropropoxy)pyridin-3-yl]-1,6-dihydropyrimidin-2-yl}benzyl)isobutyramide